C1C=CC2=CC(=CC3=CC=CC1=C23)CC2=[N+](C=CC=C2)[N+]2=CC=CC=C2 (1H-phenalene-5-yl)methyl-bipyridinium